prop-2-enyl-1H-pyrazole C(C=C)N1N=CC=C1